C1(CCC1)[C@@H](O)C1=CC=2C(=NC(=CC2C2CC2)C2=CC=3C(N=C2)=NN(C3)C)S1 (R)-cyclobutyl(4-cyclopropyl-6-(2-methyl-2H-pyrazolo[3,4-b]pyridin-5-yl)thieno[2,3-b]pyridin-2-yl)methanol